4-methylbenzenesulfinic acid CC1=CC=C(C=C1)S(=O)O